NCCCC[C@H](C(=O)NC)NC([C@@H](C1CCCC1)NC(=O)[C@H]1NCCCC1)=O (S)-N-((R)-2-(((R)-6-amino-1-(methylamino)-1-oxohexan-2-yl)amino)-1-cyclopentyl-2-oxoethyl)piperidine-2-carboxamide